6-(8-((2-fluoro-4-methoxyphenyl)sulfonyl)-8-azaspiro[4.5]decan-2-yl)-2-oxa-6-azaspiro[3.3]heptane FC1=C(C=CC(=C1)OC)S(=O)(=O)N1CCC2(CCC(C2)N2CC3(COC3)C2)CC1